ammonium 2,3,3,3-tetrafluoro-2-[1,1,2,3,3,3-hexafluoro-2-(1,1,2-trifluoroallyloxy)propoxy]propionate FC(C(=O)[O-])(C(F)(F)F)OC(C(C(F)(F)F)(OC(C(=C)F)(F)F)F)(F)F.[NH4+]